NC1=NC=2C=CC(=CC2C2=C1C=NN2C)C(=O)N(N(C)C(=O)C2(CCC2)C#N)CC2=NC=C(C=C2)C(F)(F)F 4-amino-N'-(1-cyanocyclobutane-1-carbonyl)-N',1-dimethyl-N-((5-(trifluoromethyl)pyridin-2-yl)methyl)-1H-pyrazolo[4,3-c]quinoline-8-carbohydrazide